N[C@H]1CN(CCC1)C(=O)C1=CC2=C(N(C(=N2)C2=CC=3C(=NC(=CC3)N3S(NCCC3)(=O)=O)N2CC2CC2)C)C(=C1)OC (R)-(3-aminopiperidin-1-yl)(2-(1-(cyclopropylmethyl)-6-(1,1-dioxido-1,2,6-thiadiazinan-2-yl)-1H-pyrrolo[2,3-b]pyridin-2-yl)-7-methoxy-1-methyl-1H-benzo[d]imidazol-5-yl)methanone